N-(1-METHYL-1H-INDAZOL-7-YL)-6-(2-METHYLTHIAZOL-5-YL)PYRIDINE-3-SULFONAMIDE CN1N=CC2=CC=CC(=C12)NS(=O)(=O)C=1C=NC(=CC1)C1=CN=C(S1)C